(R)-N-(1-(2-methyl-3-(trifluoromethyl)phenyl)ethyl)-4-((1-methylpiperidin-4-yl)amino)-6-oxo-1-(tetrahydro-2H-pyran-4-yl)-1,6-dihydropyridine-3-carboxamide CC1=C(C=CC=C1C(F)(F)F)[C@@H](C)NC(=O)C1=CN(C(C=C1NC1CCN(CC1)C)=O)C1CCOCC1